8-Acetyloxy-2-(chlorosulfonyl)-7,8-dihydro-1,6-naphthyridine-6(5H)-carboxylic acid tert-butyl ester C(C)(C)(C)OC(=O)N1CC=2C=CC(=NC2C(C1)OC(C)=O)S(=O)(=O)Cl